FC=1C=C(C=CC1C(NC[C@H]1OCCC1)=O)CC=1C=C(C2=C(CCO2)C1C)C(=O)N[C@H]1CCOC[C@@H]1O 1,5-anhydro-2,3-dideoxy-3-[(5-{[3-fluoro-4-({[(2S)-oxolan-2-yl]methyl}carbamoyl)-phenyl]methyl}-4-methyl-2,3-dihydro-1-benzofuran-7-carbonyl)amino]-L-threo-pentitol